N-(2-((2-(dimethylamino)-ethyl)(methyl)amino)-4-methoxy-5-((6-((S)-3-phenylisoxazolidine-2-yl)pyrimidine-4-yl)amino)phenyl)acrylamide CN(CCN(C1=C(C=C(C(=C1)OC)NC1=NC=NC(=C1)N1OCC[C@H]1C1=CC=CC=C1)NC(C=C)=O)C)C